6-(4-(benzylamino)-2,3,5,6-tetrafluorophenyl)-2,2,7-trifluoro-2H-benzo[b][1,4]oxazin-3(4H)-one C(C1=CC=CC=C1)NC1=C(C(=C(C(=C1F)F)C1=CC2=C(OC(C(N2)=O)(F)F)C=C1F)F)F